C1(CC1)C1=NC(=CC(=C1)C1=NN(C=N1)\C=C\1/N(C(N(C1=O)CC(=O)N)=O)C)C(F)(F)F (Z)-2-(4-((3-(2-cyclopropyl-6-(trifluoromethyl)pyridin-4-yl)-1H-1,2,4-triazole-1-yl)methylene)-3-methyl-2,5-dioxoimidazolin-1-yl)acetamide